N1=CC(=CC=C1)C1(CCC(CC1)N)N 1-(pyridin-3-yl)cyclohexane-1,4-diamine